BrC=1C=C(C#N)C=C(C1O)Br 3,5-di-bromo-4-hydroxybenzonitrile